N-(1'-(2-(isopropyl-(methyl)amino)-6-methylpyrimidin-4-yl)-1',2'-dihydrospiro[cyclopropane-1,3'-pyrrolo[3,2-c]pyridin]-6'-yl)acetamide pentyl-N-propylcarbamate C(CCCC)OC(NCCC)=O.C(C)(C)N(C1=NC(=CC(=N1)N1CC2(C=3C=NC(=CC31)NC(C)=O)CC2)C)C